3-(4-((2R,5S)-5-(4-chlorobenzyl)-2-((methylsulfonyl)methyl)-morpholino)cyclohexyl)-1-methyl-1H-1,2,4-triazol-5-ol 2,2,2-trifluoroacetate FC(C(=O)O)(F)F.ClC1=CC=C(C[C@@H]2N(C[C@@H](OC2)CS(=O)(=O)C)C2CCC(CC2)C2=NN(C(=N2)O)C)C=C1